C1(CC1)NC1=NC(=NC=C1C(=O)N)NC1=CC2=C(OC[C@H](CN2)OCCOC)C=C1 4-(cyclopropylamino)-2-(((S)-2,3,4,5-tetrahydro-3-methoxyethoxybenzo[b][1,4]oxazepin-7-yl)amino)pyrimidine-5-carboxamide